OC(C(=O)O)(CCC)CC 2-Hydroxy-2-ethylvaleric acid